sodium triazine salt N1=NN=CC=C1.[Na]